5-bromo-2-fluoro-3-methylpyridine BrC=1C=C(C(=NC1)F)C